6-(2-amino-5-(4-((1S,4S)-5-(2-fluoroethyl)-2,5-diazabicyclo[2.2.1]heptan-2-yl)phenyl)pyridin-3-yl)-7-fluoro-3,4-dihydroisoquinolin-1(2H)-one NC1=NC=C(C=C1C=1C=C2CCNC(C2=CC1F)=O)C1=CC=C(C=C1)N1[C@@H]2CN([C@H](C1)C2)CCF